CCCCC1=CC=C(C=C1)CCNC(=O)/C=C/C2=CC(=C(C=C2)O)OC The molecule is an enamide obtained by the formal condensation of ferulic acid with 2-(4-butylphenyl)ethanamine. It is isolated from Cuscuta reflexa and displays strong inhibitory activity against alpha-glucosidase (EC 3.2.1.20). It has a role as an EC 3.2.1.20 (alpha-glucosidase) inhibitor and a plant metabolite. It is an enamide, a member of guaiacols and a secondary carboxamide. It derives from a ferulic acid.